sodium iron hexamethylenediaminetetraacetate N(CCCCCCN(CC(=O)[O-])CC(=O)[O-])(CC(=O)O)CC(=O)[O-].[Fe+2].[Na+]